N-(2-cyanoethyl)-5-fluoro-N-isopropylbenzamide C(#N)CCN(C(C1=CC=CC(=C1)F)=O)C(C)C